nickel 4,7-dimethyl-1,10-phenanthroline CC1=CC=NC2=C3N=CC=C(C3=CC=C12)C.[Ni]